4,4,5,5-tetramethyl-2-[1,5-di-isopropyl-8-oxabicyclo[3.2.1]octa-2,6-dien-3-yl]-1,3,2-dioxaborolane CC1(OB(OC1(C)C)C1=CC2(C=CC(C1)(O2)C(C)C)C(C)C)C